C1(=CC(=CC=C1)C([C@@H](C(C)C)N(C([O-])=O)[C@H](C(N[C@H](C=O)C[C@H]1C(NCC1)=O)=O)CC(C)C)(F)F)C1=CC=CC=C1 (R)-1-([1,1'-biphenyl]-3-yl)-1,1-difluoro-3-methylbutan-2-yl((S)-4-methyl-1-oxo-1-(((S)-1-oxo-3-((S)-2-oxo pyrrolidin-3-yl)propan-2-yl)amino)pentan-2-yl)carbamate